CC1=CC=C(C=N1)CCOC1=CC=2N(C=C1)C(=CN2)C2=CC=C(C#N)C=C2 4-[7-[2-(6-methyl-3-pyridinyl)ethoxy]imidazo[1,2-a]pyridin-3-yl]benzonitrile